1-[7-[4-(3-chloro-2-fluoro-anilino)pyrido[3,4-d]pyrimidin-6-yl]-4,7-diazaspiro[2.5]octan-4-yl]prop-2-en-1-one ClC=1C(=C(NC=2C3=C(N=CN2)C=NC(=C3)N3CCN(C2(CC2)C3)C(C=C)=O)C=CC1)F